NCC1=C(C=C(C#N)C=C1)OC(F)(F)F 4-(aminomethyl)-3-(trifluoromethoxy)benzonitrile